[Zn+2].C(CCCCCCC)(=O)[O-].C(CCCCCCC)(=O)[O-] dioctanoic acid zinc salt